2-((3-(benzyloxy)benzyl)amino)ethan-1-ol benzyl-4-(6-methyl-3-oxo-3,4-dihydroquinoxalin-2-yl)piperidine-1-carboxylate C(C1=CC=CC=C1)C1N(CCC(C1)C1=NC2=CC=C(C=C2NC1=O)C)C(=O)OCCNCC1=CC(=CC=C1)OCC1=CC=CC=C1